N1C(=CC2=CC=CC=C12)P(C=1NC2=CC=CC=C2C1)C=1NC2=CC=CC=C2C1 tris(indolyl)phosphine